ClC=1N=C(N2C1C(=CC(=C2)S(=O)(=O)Cl)Cl)C=2SC(=NN2)C(F)F 1,8-dichloro-3-[5-(difluoromethyl)-1,3,4-thiadiazol-2-yl]imidazo[1,5-a]pyridine-6-sulfonyl chloride